4-(5-hexene-1-oxy)benzoic acid C(CCCC=C)OC1=CC=C(C(=O)O)C=C1